FC1(CN(C1)C(CNC(OC(C)(C)C)=O)=O)F tert-Butyl (2-(3,3-difluoroazetidin-1-yl)-2-oxoethyl)carbamate